FC1=C(N=CC2=C1N=C(N=C2N2CC(CCC2)N2S(CCC2)(=O)=O)OCC21CCCN1CCC2)C2=CC=CC1=CC=CC(=C21)F 2-(1-(8-fluoro-7-(8-fluoronaphthalen-1-yl)-2-((hexahydro-1H-pyrrolizin-7a-yl)methoxy)pyrido[4,3-d]pyrimidin-4-yl)piperidin-3-yl)isothiazolidine 1,1-dioxide